2-(tetrahydropyran-2-yl)-3,3-diphenylindoline O1C(CCCC1)C1NC2=CC=CC=C2C1(C1=CC=CC=C1)C1=CC=CC=C1